C1CCCC12CC(NC(C2)=O)=O 8-azaspiro[4.5]decane-7,9-dione